[Ca].[Mn].NC1=CC=C(OCCCCCOC2=CC=C(C=C2)N)C=C1 1,5-bis(4-aminophenoxy)pentane manganese-calcium